C1=NC2=C(N1[C@H]3[C@@H]([C@@H]([C@H](O3)CO)O)OP(=O)(O)O)N=C(NC2=O)N The molecule is a purine ribonucleoside 2'-monophosphate having guanine as the nucleobase. It has a role as an EC 3.1.27.3 (ribonuclease T1) inhibitor. It is a conjugate acid of a guanosine 2'-monophosphate(2-).